CC=1C=C2C=CN(C2=CC1C(=O)NC1(CC1)C1=CC=CC2=CC=CC=C12)C1CN(C1)C 5-Methyl-1-(1-methylazetidin-3-yl)-N-(1-(naphthalen-1-yl)cyclopropyl)-1H-indole-6-carboxamide